C(=C([2H])[2H])C1=CC=C(C=C1)O 4-(vinyl-2,2-d2)-phenol